O[C@@]1(C(N(CC1)C)=O)C1=CC(=NO1)[C@@H]1CN(CCC1)C=1C=CC=2N=CN=C(C2N1)NC([O-])=O (6-((S)-3-(5-((R)-3-hydroxy-1-methyl-2-oxopyrrolidin-3-yl)isoxazol-3-yl)piperidin-1-yl)pyrido[3,2-d]pyrimidin-4-yl)carbamate